C1(CCC1)CNC(C1=CC(=CC=C1)NC=1N=NC(=CC1)C1=CC=CC=C1)=O N-(cyclobutylmethyl)-3-[(6-phenylpyridazin-3-yl)amino]benzamide